CS(=O)(=O)C1=CC=C(N)C=C1 4-(Methylsulfonyl)aniline